OC=1C=C(C=CC1O)CCC(CC(CCCCC)=O)=O 1-(3,4-dihydroxyphenyl)decane-3,5-dione